BrC1=CC=C2[C@](NC(N(C2=C1)COCC[Si](C)(C)C)=O)(C(F)(F)F)C#CC1CC1 (S)-7-bromo-4-(cyclopropylethynyl)-4-(trifluoromethyl)-1-((2-(trimethylsilyl)ethoxy)methyl)-3,4-dihydroquinazolin-2(1H)-one